C1=C(C=CC=2C3=CC=CC=C3CC12)B(O)O FLUORENE-2-BORONIC ACID